C(#C)C=1C=NC2=C(C=C(C=C2C1)OCC(=O)NCCC)C 2-[(3-ethynyl-8-methyl-6-quinolinyl)oxy]-N-propylacetamide